propenylhexadecyltrimethylsilaneOxysilane sodium [Na].C(=CC)[SiH](O[Si](C)(C)C)CCCCCCCCCCCCCCCC